N1(C=CC=C1)C1=CC2=C(N=C(N2)SCCC2=NC=CC(=C2C)OC)C=C1 5-(1H-pyrrol-1-yl)-2-[[(4-methoxy-3-methyl-2-pyridinyl)-methyl]methylsulfanyl]benzimidazole